CC(C1=CC(=CC=C1)C(=C)C)(C)N=C=O α,α-Dimethyl-3-isopropenyl-benzylisocyanat